C(C)(C)(C)SC1=C(N(C2=CC=C(C=C12)OC)CC1=CC=C(C=C1)Cl)CC(C(=O)N)(C)C 3-(3-(tert-butylsulfanyl)-1-(4-chlorobenzyl)-5-methoxy-1H-indol-2-yl)-2,2-dimethylpropionamide